COC1=CC=C(C=C1)C=1C=CC=C2C=NC(=NC12)NC1=CC=C(C=C1)OCCCN1CCCC1 8-(4-(methoxy)phenyl)-N-(4-((pyrrolidin-1-yl)propoxy)phenyl)quinazolin-2-amine